FC1=C2C3(C(NC2=CC=C1)=O)CC(C3)O 4'-fluoro-3-hydroxy-spiro[cyclobutane-1,3'-indoline]-2'-one